C(C)OC[C@@]1(CN(CC1)CC1=CC=NC=C1)CCC=1SC=CC1 (S)-4-((3-(ethoxymethyl)-3-(2-(thiophen-2-yl)ethyl)pyrrolidin-1-yl)methyl)pyridine